NC1CCC(CC1)C(=O)O 4-aminocyclohex-anoic acid